5-Chloro-2-(3-((7,8-Dichloro-4-(1H-Imidazol-1-Yl)Quinolin-2-Yl)(Isopropyl)Amino)Propoxy)Benzoic Acid ClC=1C=CC(=C(C(=O)O)C1)OCCCN(C(C)C)C1=NC2=C(C(=CC=C2C(=C1)N1C=NC=C1)Cl)Cl